BrCCCCCC(=O)ON1C(C2=CC=CC=C2C1=O)=O 1,3-dioxoisoindolin-2-yl 6-bromohexanoate